7-[4-(4-benzo[b]thiophen-4-yl-piperazin-1-yl)-butoxy]-1H-quinolin-2-one S1C2=C(C=C1)C(=CC=C2)N2CCN(CC2)CCCCOC2=CC=C1C=CC(NC1=C2)=O